NC1=NC=C(C=N1)C1=CC(=NC=C1)C(=O)O 4-(2-Aminopyrimidin-5-yl)picolinic acid